N-butyl-N'-(3-oxotetrahydropyran-4-yl)oxamide C(CCC)NC(=O)C(=O)NC1C(COCC1)=O